3-cyclopropyl-4-methyl-5-nitropyridine C1(CC1)C=1C=NC=C(C1C)[N+](=O)[O-]